FC1(CN(CC1)C1=NC=CC(=C1NC(C1=CC=C(C=C1)C1OCC1)=O)C1=CC=NN1)F N-(2-(3,3-difluoropyrrolidin-1-yl)-4-(1H-pyrazol-5-yl)pyridin-3-yl)-4-(oxetan-2-yl)benzamide